CC(C(=O)N1OCC[C@H]1C=1C=C(N(C1)C)C#N)(C)C 4-[(3S)-2-(2,2-dimethylpropionyl)-1,2-oxazolidin-3-yl]-1-methyl-1H-pyrrole-2-carbonitrile